N-(4-bromophenyl-methyl)-N-tosylalanine BrC1=CC=C(C=C1)CN([C@@H](C)C(=O)O)S(=O)(=O)C1=CC=C(C)C=C1